CC1=NN(C2=CC=CC=C12)C1OCCCC1 3-methyl-1-(tetrahydro-2H-pyran-2-yl)-1H-indazole